ClC1=NC=C(N=C1Cl)Br 2,3-dichloro-5-Bromopyrazine